1-(2,4-difluorobenzyl)-1,4,5,6-tetrahydropyrrolo[3,4-c]pyrazole FC1=C(CN2N=CC3=C2CNC3)C=CC(=C1)F